2-(methylsulfanyl)-7-oxo-8-(2,2-dimethylpropyl)-7,8-dihydropyrido[2,3-d]Pyrimidine-4-carbonitrile CSC=1N=C(C2=C(N1)N(C(C=C2)=O)CC(C)(C)C)C#N